C(C=C)(=O)OCCC[Si](Cl)(C)C 3-(acryloxy)propyldimethylchlorosilane